2,3-dihydroimidazopyrazine N1CNC2=C1N=CC=N2